(Ra)-4-(4-((1r,5s)-3,8-diazabicyclo[3.2.1]oct-3-yl)-2-(((3s,4s)-4-(difluoromethyl)-1,3-dimethylpiperidin-3-yl)methoxy)-6,8-difluoroquinazolin-7-yl)-5-ethynyl-6-fluoronaphthalen-2-ol [C@H]12CN(C[C@H](CC1)N2)C2=NC(=NC1=C(C(=C(C=C21)F)C2=CC(=CC1=CC=C(C(=C21)C#C)F)O)F)OC[C@@]2(CN(CC[C@@H]2C(F)F)C)C